1,3-Dihydroxy-8-decene-5-one OCCC(CC(CCC=CC)=O)O